2-(chloromethyl)-6-ethylthiazolo[5,4-b]pyridin-5(4H)-one ClCC=1SC=2NC(C(=CC2N1)CC)=O